ClC1=CC=CC=2N(CCCCC21)C([C@H]2NCCC2)=O (S)-6-chloro-1-prolyl-2,3,4,5-tetrahydro-1H-benzo[b]azepine